BrC1=C(C=NN1CC)CC(=O)N 2-(5-bromo-1-ethyl-1H-pyrazol-4-yl)acetamide